C(=O)O.C(=O)O.FC1=C(C=CC(=C1)C1NCCC1)C=1N=C2SC3=C(N2C1)C=CC(=C3)C(=O)NCCCN3CCCCC3 2-(2-fluoro-4-(pyrrolidin-2-yl)phenyl)-N-(3-(piperidin-1-yl)propyl)benzo[d]imidazo[2,1-b]thiazole-7-carboxamide diformate